C1(CC1)C1=NN(C=N1)C1CC2(CN(C2)C(=O)N2CC3(C2)CN(C3)CC=3N(N=C(C3)C(F)(F)F)C)C1 [6-(3-cyclopropyl-1,2,4-triazol-1-yl)-2-azaspiro[3.3]heptan-2-yl]-[6-[[2-methyl-5-(trifluoromethyl)pyrazol-3-yl]methyl]-2,6-diazaspiro[3.3]heptan-2-yl]methanone